C1(CC1)C=1N=CC=2C=C3C(=C(C2C1)S(=O)(=O)NCC(C)(C)F)C[C@@H](C3)NC=3C(=NC=NC3)OC3CCOCC3 (7R)-3-cyclopropyl-N-(2-fluoro-2-methylpropyl)-7-[[4-(oxan-4-yloxy)Pyrimidin-5-yl]amino]-7,8-dihydro-6H-cyclopenta[g]isoquinoline-5-sulfonamide